2,3-DICHLORO-6-FLUOROPHENYLBORONIC ACID ClC1=C(C(=CC=C1Cl)F)B(O)O